1-acetyl-5-chloro-N-hydroxy-2,3-dihydro-1H-indole-6-sulfonamide C(C)(=O)N1CCC2=CC(=C(C=C12)S(=O)(=O)NO)Cl